C(C1=CC=CC=C1)N1CC2=C(N=NC(=C2CC1)C1=C(C=C(C=C1)C(F)(F)F)O)N[C@H]1[C@@H](CCCC1)O 2-(6-benzyl-4-{[(1R,2R)-2-hydroxycyclohexyl]amino}-5,6,7,8-tetrahydropyrido[3,4-d]pyridazin-1-yl)-5-(trifluoromethyl)phenol